C(C)OC(=O)C=1C=NN2C1NC(=CC2=O)C2=CC=C(C=C2)C2(CC2)C2=CC=CC=C2 7-oxo-5-(4-(1-phenylcyclopropyl)phenyl)-4,7-dihydropyrazolo[1,5-a]pyrimidine-3-carboxylic acid ethyl ester